C(C)(=O)ON=C(C(=O)C=1C=CSC1)CC1CCCCC1 N-acetoxy-1-(4-thiophenyl)-3-cyclohexylpropan-1-one-2-imine